2-(5,6-difluoro-1H-indazol-3-yl)-7-methyl-6H,7H-pyrrolo[3,4-b]pyridin-5-one FC=1C=C2C(=NNC2=CC1F)C1=CC=C2C(=N1)C(NC2=O)C